[Zn].[In]=[Se].[Cu] copper indium selenide zinc